COC1=CC(=C(C=C1NC1=NC=NC(=C1)N1OCCC1C1=CC(=CC=C1)C=1C=NC=2N(C1)N=CC2)NC(C=C)=O)N2CCN(CC2)C N-(4-methoxy-2-(4-methylpiperazin-1-yl)-5-((6-(3-(3-(pyrazolo[1,5-a]pyrimidin-6-yl)phenyl)isoxazolidin-2-yl)pyrimidin-4-yl)amino)phenyl)acrylamide